COC=1C(=C(C=NC1)C=O)C (5-methoxy-4-methyl-3-pyridinyl)methanone